4-amino-2-(4-(benzo[d]oxazol-2-yl)piperazin-1-yl)-N-(4-methoxyphenyl)pyrimidine-5-carboxamide NC1=NC(=NC=C1C(=O)NC1=CC=C(C=C1)OC)N1CCN(CC1)C=1OC2=C(N1)C=CC=C2